2-(2-(4-(allyloxy)-4-methylpiperidin-1-yl)-4-bromophenyl)-5-(2-chloropyrimidin-4-yl)-1,3,4-oxadiazole C(C=C)OC1(CCN(CC1)C1=C(C=CC(=C1)Br)C=1OC(=NN1)C1=NC(=NC=C1)Cl)C